1-(1-ethylsulfonyl-piperidin-4-yl)-3-(4-trifluoromethoxy-phenyl)-urea C(C)S(=O)(=O)N1CCC(CC1)NC(=O)NC1=CC=C(C=C1)OC(F)(F)F